trimethanol ammonium [NH4+].CO.CO.CO